ethyl 2-[4-(difluoromethyl)-7-methyl-6-(6-morpholino-3-pyridyl)indazol-2-yl]-2-[(6R)-6-fluoro-6,7-dihydro-5H-pyrrolo[1,2-c]imidazol-1-yl]acetate FC(C=1C2=CN(N=C2C(=C(C1)C=1C=NC(=CC1)N1CCOCC1)C)C(C(=O)OCC)C1=C2N(C=N1)C[C@@H](C2)F)F